O=C1N(CC=2C=C3C(=CC12)COC31CCNCC1)C1C(NC(CC1)=O)=O 3-(5-oxo-5,7-dihydrospiro[furo[3,4-f]isoindole-1,4'-piperidin]-6(3H)-yl)piperidine-2,6-dione